2-chloroethanesulfonic acid sodium salt [Na+].ClCCS(=O)(=O)[O-]